C(C)(=O)N1C[C@]2(C[C@@H]2NC(=O)NC2=NC=C(C(=C2)C2=C3N(N=C2)CC(C3)(C)C)Cl)CCC1 1-((1s,3r)-5-acetyl-5-azaspiro[2.5]oct-1-yl)-3-(5-chloro-4-(5,5-dimethyl-5,6-dihydro-4H-pyrrolo[1,2-b]pyrazol-3-yl)pyridin-2-yl)urea